ClC1=CC=C(C(=N1)NC1=CC=C(C=C1)CN1CCN(CC1)C(=O)OC(C)(C)C)[N+](=O)[O-] tert-butyl 4-[[4-[(6-chloro-3-nitro-2-pyridyl)amino]phenyl]methyl]piperazine-1-carboxylate